5-(2,6-difluorophenoxy)picolinaldehyde FC1=C(OC=2C=CC(=NC2)C=O)C(=CC=C1)F